O=C1NC(CC[C@H]1NC1=CC(=C(C=C1)N1CCC(CC1)(C(=O)OCC1=CC=CC=C1)O)F)=O |r| Racemic-benzyl 1-[4-[(2,6-dioxo-3-piperidyl)amino]-2-fluoro-phenyl]-4-hydroxy-piperidine-4-carboxylate